1-(4-cyclohexylbutyl)-3-(1-(4-Cyclohexylbutyl)piperidin-4-yl)-1H-benzo[d]imidazol-2(3H)-one C1(CCCCC1)CCCCN1C(N(C2=C1C=CC=C2)C2CCN(CC2)CCCCC2CCCCC2)=O